N-(4-bromo-3-chloro-2-hydroxyphenyl)propionamide BrC1=C(C(=C(C=C1)NC(CC)=O)O)Cl